5'-(N-Cyclopropyl)-carboxamidoadenosine C1CC1NC(=O)C2C(C(C(O2)N3C=NC4=C(N=CN=C43)N)O)O